6-(6-(4-(2-((1s,3s)-adamantan-1-yl)acetyl)piperazin-1-yl)pyridin-3-yl)-1-isopropyl-N-((6-methyl-2-oxo-4-propyl-1,2-dihydropyridin-3-yl)methyl)-1H-indazole-4-carboxamide C12(CC3CC(CC(C1)C3)C2)CC(=O)N2CCN(CC2)C2=CC=C(C=N2)C=2C=C(C=3C=NN(C3C2)C(C)C)C(=O)NCC=2C(NC(=CC2CCC)C)=O